Ethyltetramethylcyclopentadienyl-(1-isobutyl-1,5,6,7-tetrahydro-s-indacenyl)hafnium C(C)[Hf](C1(C=CC2=CC=3CCCC3C=C12)CC(C)C)C1C(=C(C(=C1C)C)C)C